5-(4-fluorophenyl)-1-(4-aminophenyl)-3-difluoromethyl-1H-pyrazole-4-carbonitrile FC1=CC=C(C=C1)C1=C(C(=NN1C1=CC=C(C=C1)N)C(F)F)C#N